5-hexyloxy-6-acetamido-N-carboxyethyl-isoindoline-1,3-dione C(CCCCC)OC=1C=C2C(N(C(C2=CC1NC(C)=O)=O)CCC(=O)O)=O